(S)-6-(1-amino-1,3-dihydro-spiro[inden-2,4'-piperidin]-1'-yl)-3-(1-(6-(2-hydroxyethyl)pyridin-2-yl)vinyl)-1,5-dihydro-4H-pyrazolo[3,4-d]pyrimidin-4-one N[C@@H]1C2=CC=CC=C2CC12CCN(CC2)C=2NC(C1=C(N2)NN=C1C(=C)C1=NC(=CC=C1)CCO)=O